ClC1=CC(=C(C=C1Cl)[C@@H](C1CCNCC1)CC(C)(S(=O)N)C)OCC=C [(R)-[4,5-dichloro-2-(prop-2-en-1-yloxy)phenyl](piperidin-4-yl)methyl]-2-methylpropane-2-sulfinamide